COC1=C(C(=CC=C1)OC)P(NC(=O)N1C2=CC=C(C=C2C=2C=C(C=CC12)C(C)(C)C)C(C)(C)C)C1=C(C=CC=C1OC)OC N-(Bis(2,6-dimethoxyphenyl)phosphanyl)-3,6-di-tert-butyl-9H-carbazole-9-carboxamide